[C@H]12[C@H](NC[C@@H]2C1)C(=O)O (1s,2s,5r)-3-azabicyclo[3.1.0]hexane-2-carboxylic acid